diazazepinocyclopropane N1N=NC=CC2=C1C2